4-(2-{4-[1-(3,4-dimethylphenyl)-8-(trifluoromethoxy)-1H-pyrazolo[4,3-c]quinolin-3-yl]-2-methoxyphenoxy}ethyl)morpholine CC=1C=C(C=CC1C)N1N=C(C=2C=NC=3C=CC(=CC3C21)OC(F)(F)F)C2=CC(=C(OCCN1CCOCC1)C=C2)OC